N-(4-((3-Chloro-4-fluorophenyl)amino)-2-(naphthalen-1-yl)quinazolin-6-yl)-4-(trifluoromethyl)benzamide ClC=1C=C(C=CC1F)NC1=NC(=NC2=CC=C(C=C12)NC(C1=CC=C(C=C1)C(F)(F)F)=O)C1=CC=CC2=CC=CC=C12